C1=CC=C(C=2C3=CC=CC=C3CC12)N 4-fluorenyl-amin